C(C1=CC=CC=C1)OCC1C(C1)COC1=C(C=CC(=N1)C(=O)O)Br 6-(2-benzyloxymethyl-cyclopropylmethoxy)-5-bromo-pyridine-2-carboxylic acid